FC1=C(C=CC(=O)O)C(=CC(=C1)OC)F 2,6-difluoro-4-methoxycinnamic acid